C(C)OC=1C=C(C=2N(C1)N=CC2C#N)C=2C=NC(=CC2)N2CCC(CC2)(C(=O)N2CCCC2)C 6-ethoxy-4-(6-(4-methyl-4-(pyrrolidine-1-carbonyl)piperidin-1-yl)pyridin-3-yl)pyrazolo[1,5-a]pyridine-3-carbonitrile